IC=1C=CC2=C(OCC(N2)=O)N1 6-iodo-1H-pyrido[2,3-b][1,4]oxazin-2-one